3-(6-((3-Benzyl-1-(methylsulfonyl)piperidin-3-yl)(methyl)amino)-1-methyl-1H-pyrazolo[3,4-d]pyrimidin-3-yl)-2,6-difluoro-5-(trifluoromethyl)phenol C(C1=CC=CC=C1)C1(CN(CCC1)S(=O)(=O)C)N(C1=NC=C2C(=N1)N(N=C2C=2C(=C(C(=C(C2)C(F)(F)F)F)O)F)C)C